3,3-dimethyl-4-phenethyl-1-(quinolin-8-yl)azetidin-2-one CC1(C(N(C1CCC1=CC=CC=C1)C=1C=CC=C2C=CC=NC12)=O)C